(S)-benzyl 2-((E)-3-(4-chloro-2-fluorophenyl)acryloyl)-3-(((S)-1-methoxy-1-oxo-3-((S)-2-oxopyrrolidin-3-yl)propan-2-yl)carbamoyl)tetrahydropyridazine-1(2H)-carboxylate ClC1=CC(=C(C=C1)/C=C/C(=O)N1N(CCC[C@H]1C(N[C@H](C(=O)OC)C[C@H]1C(NCC1)=O)=O)C(=O)OCC1=CC=CC=C1)F